1-(5-chloro-2-(4,7-diazaspiro[2.5]octan-7-yl)pyrimidin-4-yl)-N-(2-(imidazo[1,2-a]pyridin-3-yl)propan-2-yl)-N-methylazetidine-3-carboxamide ClC=1C(=NC(=NC1)N1CCNC2(CC2)C1)N1CC(C1)C(=O)N(C)C(C)(C)C1=CN=C2N1C=CC=C2